3-oxo-5β-cholanic acid O=C1C[C@H]2CC[C@H]3[C@@H]4CC[C@H]([C@@H](CCC(=O)O)C)[C@]4(CC[C@@H]3[C@]2(CC1)C)C